C(C1=CC=CC=C1)C1(CCC(CC1)(N)N)CC1=CC=CC=C1 dibenzyl-cyclohexanediamine